C1(=CC=CC=C1)C1=CC=CC=2C3=C(SC21)C(=CC=C3)C=3C=C(C=CC3)C3=NC(=NC(=N3)C=3C=C(C=CC3)C3=CC=CC=C3)C3=CC=CC=C3 2-(3-(6-phenyldibenzothiophene-4-yl)-phenyl)-4-(1,1'-biphenyl-3-yl)-6-phenyl-1,3,5-triazine